C(C1=CC=CC=C1)OC[C@@H]1OC1 (R)-benzyloxymethyloxirane